3-(((9Z,12Z)-octadeca-9,12-dienoyl)oxy)propyl (9Z,12Z,15Z)-octadeca-9,12,15-trienoate C(CCCCCCC\C=C/C\C=C/C\C=C/CC)(=O)OCCCOC(CCCCCCC\C=C/C\C=C/CCCCC)=O